C[Si](C)(C)C#CC=1C=CC2=C(N=C3N2C=CC=C3)C1 7-((trimethylsilyl)ethynyl)benzo[4,5]imidazo[1,2-a]pyridine